vinyl-cyclotetrasilane C(=C)[SiH]1[SiH2][SiH2][SiH2]1